(P)-1-(5-FLUORO-2-METHOXY-4-(1-(TRIFLUOROMETHYL)CYCLOPROPYL)PHENYL)-2-OXO-N-(PYRIMIDIN-2-YL)-1,2-DIHYDROQUINOLINE-6-SULFONAMIDE FC=1C(=CC(=C(C1)N1C(C=CC2=CC(=CC=C12)S(=O)(=O)NC1=NC=CC=N1)=O)OC)C1(CC1)C(F)(F)F